C(#N)C1=CC=CC=N1 6-Cyano-pyridin